CN1CCN(CC1)CCN[C@H](C)C(=O)N [2-(4-methylpiperazin-1-yl)ethyl]-D-alaninamide